2'-(2,6-dioxopiperidin-3-yl)-8',9'-dihydro-1'H-spiro[piperidine-4,7'-pyrano[3,2-e]isoindole]-1',3'(2'H)-dione O=C1NC(CCC1N1C(C=2C=CC3=C(C2C1=O)CCC1(O3)CCNCC1)=O)=O